tert-butyl 4-(3-(4-Chloro-2-fluorophenyl)-3-methyl-2-carbonyl-2,3-dihydrobenzo[b][1,4]dioxin-5-yl)piperidine-1-carboxylate ClC1=CC(=C(C=C1)C1(OC2=C(OC1=C=O)C=CC=C2C2CCN(CC2)C(=O)OC(C)(C)C)C)F